CS(=O)(=O)O.NC=1C=C(C(=O)OCC)C=CC1 ethyl 3-aminobenzoate methanesulfonate salt